CC1=CC=2C=3N(C(=NC2C(=C1)C(C)=O)N1CCCCC1)N=CN3 1-(9-methyl-5-(piperidin-1-yl)-[1,2,4]triazolo[1,5-c]quinazolin-7-yl)ethan-1-one